CN1C(C(=CC2=C1N=CN=C2)O[C@@H]2CN(CC2)C)=O 8-methyl-6-(((S)-1-methylpyrrolidin-3-yl)oxy)pyrido[2,3-d]pyrimidin-7(8H)-one